5-(2-(5-methyl-2-(4-(trifluoromethyl)phenyl)piperidin-1-yl)-2-oxoacetamido)Nicotinamide CC1CCC(N(C1)C(C(=O)NC=1C=NC=C(C(=O)N)C1)=O)C1=CC=C(C=C1)C(F)(F)F